5-(8-fluoroimidazo[1,2-a]pyridin-6-yl)-4-(1-methyl-1H-pyrazol-4-yl)-7H-pyrrolo[2,3-d]pyrimidine FC=1C=2N(C=C(C1)C1=CNC=3N=CN=C(C31)C=3C=NN(C3)C)C=CN2